(E)-2-cyano-3-(1-(pyridin-3-ylmethyl)-1H-indol-3-yl)acrylic acid C(#N)/C(/C(=O)O)=C\C1=CN(C2=CC=CC=C12)CC=1C=NC=CC1